FC1=C(C(=CC=C1)OC)C=1C=CC2=CN(N=C2C1)C1CN(C1)C(C=C)=O 1-(3-(6-(2-fluoro-6-methoxyphenyl)-2H-indazol-2-yl)azetidin-1-yl)propan-2-en-1-one